BrC=1N=C(C=2N(C1Cl)N=CN2)C 6-bromo-5-chloro-8-methyl-[1,2,4]triazolo[1,5-a]pyrazine